FC1=C(C(=CC=C1)O)C1=CC=CC=C1 2'-fluoro-6'-hydroxy-(1,1'-biphenyl)